ClC1=C(C=C(CNC(C(C)C)=O)C=C1)C=1NC(C=C(N1)C1=NC=C(C=C1)OCC1CC1)=O N-(4-chloro-3-{4-[5-(cyclopropylmethoxy)pyridin-2-yl]-6-oxo-1,6-dihydropyrimidin-2-yl}benzyl)isobutyramide